5-bromopyridine-3,4-dicarboxylic acid BrC=1C(=C(C=NC1)C(=O)O)C(=O)O